n-propyl-thiophosphoryl-triamide C(CC)[N-]P(=S)([NH-])[NH-]